imidazole TFA salt OC(=O)C(F)(F)F.N1C=NC=C1